COC1=CC=CC=C1N=NC2=C(C3=CC=CC=C3C(=C2)S(=O)(=O)[O-])O.[Na+] The molecule is an organic sodium salt having 4-hydroxy-3-[(2-methoxyphenyl)diazenyl]naphthalene-1-sulfonate as the counterion. It has a role as a dye and an environmental contaminant. It contains a 4-hydroxy-3-[(2-methoxyphenyl)diazenyl]naphthalene-1-sulfonate.